[Si](C1=CC=CC=C1)(C1=CC=CC=C1)(C(C)(C)C)OC[C@H]1NCCC[C@@H](C1)C#N (2S,4S)-2-(((tert-Butyldiphenylsilyl)oxy)methyl)azepane-4-carbonitrile